OCCCC(C(=O)O)=C.C(C=C)(=O)OO hydroxyl acrylate (hydroxypropyl acrylate)